(S)-tert-butyl 4-(3'-(2-(1-(1-(methylsulfonyl)-1H-pyrrole-3-carbonyl)azetidine-2-carboxamido)thiazol-4-yl)-[1,1'-biphenyl]-3-yl)piperazine-1-carboxylate CS(=O)(=O)N1C=C(C=C1)C(=O)N1[C@@H](CC1)C(=O)NC=1SC=C(N1)C=1C=C(C=CC1)C1=CC(=CC=C1)N1CCN(CC1)C(=O)OC(C)(C)C